ClC1=CC2=C(OC3=C(C=4OC(=NC24)C)C=CC=C3)C=C1 5-chloro-2-methyl-1,8-dioxa-3-aza-dibenzo[e,h]azulene